C(C)(C)(C)S(=O)(=O)C=1C=CC=2N(C1)C(=CN2)C2=CC(=NC(=C2)F)N 4-(6-(tert-butylsulfonyl)imidazo[1,2-a]pyridin-3-yl)-6-fluoropyridin-2-amine